methyl 2-(aminomethyl)-3-bromo-5-methylbenzofuran-7-carboxylate NCC=1OC2=C(C1Br)C=C(C=C2C(=O)OC)C